C1(=CC=CC=C1)P(C1([N+](=CCC1)[O-])C)C1=CC=CC=C1 2-diphenylphosphino-2-methyl-3,4-dihydro-2H-pyrrole N-Oxide